N-((S)-1-(((S)-4-(ethylamino)-3,4-dioxo-1-((R)-2-oxopyrrolidin-3-yl)butan-2-yl)amino)-4-methyl-1-oxopentan-2-yl)-9-hydroxy-9H-fluorene-9-carboxamide C(C)NC(C([C@H](C[C@@H]1C(NCC1)=O)NC([C@H](CC(C)C)NC(=O)C1(C2=CC=CC=C2C=2C=CC=CC12)O)=O)=O)=O